(2-chlorophenyl)-N-{3-[(2,4-dimethoxybenzyl)sulfamoyl]-4-(4-isopropyl-1H-pyrazol-1-yl)phenyl}acetamide ClC1=C(C=CC=C1)CC(=O)NC1=CC(=C(C=C1)N1N=CC(=C1)C(C)C)S(NCC1=C(C=C(C=C1)OC)OC)(=O)=O